SCC(C(=O)OCCOC(C(CS)C)=O)C ethylene glycol bis(3-mercapto-2-methylpropionate)